C(C)(=O)NC1=C(C=C(C=C1)C(C(=O)OC)(C)C)C#C[Si](C)(C)C methyl 2-(4-acetamido-3-((trimethylsilyl)ethynyl)phenyl)-2-methylpropanoate